FC(C(=O)N1CC(C1)C1=NN(C2=NC=CC(=C21)C=2C=NN(C2)C(C)C)C2=CC=C(C=C2)OC(F)(F)F)=C 2-fluoro-1-(3-(4-(1-isopropyl-1H-pyrazol-4-yl)-1-(4-(trifluoromethoxy)phenyl)-1H-pyrazolo[3,4-b]pyridin-3-yl)azetidin-1-yl)prop-2-en-1-one